3-fluoro-4-((1S,3R)-3-((S)-3-oxo-5-(pyrazin-2-yl)-6,7-dihydro-3H-pyrrolo[2,1-c][1,2,4]triazol-2(5H)-yl)cyclobutyl)benzonitrile FC=1C=C(C#N)C=CC1C1CC(C1)N1N=C2N(C1=O)[C@@H](CC2)C2=NC=CN=C2